(R)-1'-(2-(5-amino-3-bromo-1H-pyrazol-1-yl)acetyl)-6-chloro-5-fluorospiro[benzo[d][1,3]oxazine-4,3'-pyrrolidin]-2(1H)-one NC1=CC(=NN1CC(=O)N1C[C@@]2(CC1)C1=C(NC(O2)=O)C=CC(=C1F)Cl)Br